C/C(/C(=O)O)=C/C(=O)O.COC(\C=C/C(=O)O)=O maleic acid monomethyl ester (monomethyl maleate)